C1(=C(C=CC=C1)N1C2=CC=CC=C2C=2C=C(C=CC12)Br)C1=CC=CC=C1 (S)-9-([1,1'-biphenyl]-2-yl)-3-bromo-9H-carbazole